tert-butyl 5-{[2-chloro-6-(difluoromethyl)pyridine-3-carbonyl]amino}-4-cyclopropyl-1H-pyrazole-1-carboxylate ClC1=NC(=CC=C1C(=O)NC1=C(C=NN1C(=O)OC(C)(C)C)C1CC1)C(F)F